2-[6-[(2S)-2-(hydroxymethyl)morpholin-4-yl]pyridazin-3-yl]-4,6-dimethylphenol OC[C@@H]1CN(CCO1)C1=CC=C(N=N1)C1=C(C(=CC(=C1)C)C)O